O=C(C(=O)OCC#C[2H])C prop-2-yn-1-yl-3-d 2-oxopropanoate